O=C1NC(CCC1N1CC2=CC=C(C(=C2C1=O)NC(C)=O)F)=O N-(2-(2,6-dioxopiperidin-3-yl)-5-fluoro-3-oxoisoindolin-4-yl)acetamide